N-(3-(4-(3-Amino-1H-indazol-5-yl)-1H-pyrrolo[2,3-b]pyridin-2-yl)phenyl)-3-(piperidin-1-yl)propanamide NC1=NNC2=CC=C(C=C12)C1=C2C(=NC=C1)NC(=C2)C=2C=C(C=CC2)NC(CCN2CCCCC2)=O